N1N=CC(=C1)C1=CC=C(C=C1)NC=1C2=C(N=C(N1)C1=CC=C3C=C(N(C3=C1)C)C(=O)N1CC(C1)(F)F)C=CS2 (6-(4-((4-(1H-pyrazol-4-yl)phenyl)amino)thieno[3,2-d]pyrimidin-2-yl)-1-methyl-1H-indol-2-yl)(3,3-difluoroazetidin-1-yl)methanone